5-(2-(4-methyl-3-(methylsulfonyl)phenylamino)-5-fluoropyrimidin-4-ylamino)benzo[d]oxazol-2(3H)-one trifluoroacetate salt FC(C(=O)O)(F)F.CC1=C(C=C(C=C1)NC1=NC=C(C(=N1)NC=1C=CC2=C(NC(O2)=O)C1)F)S(=O)(=O)C